C(C)(C)(C)C=1C=C(C=C(C1O)C)CCC(=O)OCC(OC1OCC2(CO1)COC(OC2)OC(COC(CCC2=CC(=C(C(=C2)C)O)C(C)(C)C)=O)(C)C)(C)C 3,9-bis[2-[3-(3-t-butyl-4-hydroxy-5-methylphenyl)propionyloxy]-1,1-dimethylethoxy]-2,4,8,10-tetraoxaspiro[5.5]undecane